C(C)(C)(C)OC(=O)NCCCC[C@@H](C(=O)NC=1SC=C(N1)C1CN(CCC1)C(=O)OC)NC(=O)OCC1C2=CC=CC=C2C=2C=CC=CC12 methyl 3-[2-[(2S)-6-[(tert-butoxycarbonyl)amino]-2-[[(9H-fluoren-9-ylmethoxy)carbonyl]amino]hexanamido]-1,3-thiazol-4-yl]piperidine-1-carboxylate